The molecule is a macrotriolide produced by certain members of Enterobacteriaceae, e.g. Escherichia coli and Salmonella. It has a role as a bacterial metabolite and a siderophore. It is a crown compound, a member of catechols, a polyphenol and a macrotriolide. It is a conjugate acid of an enterobactin(6-) and an enterobactin(1-). C1[C@@H](C(=O)OC[C@@H](C(=O)OC[C@@H](C(=O)O1)NC(=O)C2=C(C(=CC=C2)O)O)NC(=O)C3=C(C(=CC=C3)O)O)NC(=O)C4=C(C(=CC=C4)O)O